Cl.NC/C(/CN1N=C2N(C=CC(=C2)C2=CC3=C(COC(N3)=O)C=C2)C1=O)=C\F 7-{2-[(2E)-2-(aminomethyl)-3-fluoroprop-2-en-1-yl]-3-oxo-2,3-dihydro[1,2,4]triazolo[4,3-a]pyridin-7-yl}-1,4-dihydro-2H-3,1-benzoxazin-2-one hydrochloride